4-(1-(2-(4-bromophenyl)acetyl)-2,3-dihydro-1H-pyrrolo[2,3-c]pyridin-4-yl)benzonitrile BrC1=CC=C(C=C1)CC(=O)N1CCC=2C1=CN=CC2C2=CC=C(C#N)C=C2